ClC1=C(C=CC=C1NC(=O)C=1SC=2CN(CCC2N1)C)C1=C(C(=CC=C1)C=1OC2=C(N1)C=C(C=C2Cl)CO)C N-(2-chloro-3'-(7-chloro-5-(hydroxymethyl)benzo[d]oxazol-2-yl)-2'-Methyl-[1,1'-biphenyl]-3-yl)-5-methyl-4,5,6,7-tetrahydrothiazolo[5,4-c]pyridine-2-carboxamide